BrC(C(=O)NC=1C=C(C=CC1C)N1CCN(CC1)C(=O)OC(C)(C)C)C tert-butyl 4-[3-(2-bromopropanoylamino)-4-methyl-phenyl]piperazine-1-carboxylate